O=C(O)CC(O)C(=O)O D,L-malic acid